tert-butyl 4-{2-[2-chloro-4-(4-chlorophenyl)-5-(pyridin-4-yl)-1H-imidazol-1-yl]acetyl}piperazine-1-carboxylate ClC=1N(C(=C(N1)C1=CC=C(C=C1)Cl)C1=CC=NC=C1)CC(=O)N1CCN(CC1)C(=O)OC(C)(C)C